O[C@@H]1C[C@H](CC1)NC(OC(C)(C)C)=O tert-butyl ((1S,3S)-3-hydroxycyclopentyl)carbamate